C1(CC1)C#CC=1C=CC(=NC1)C=1N=C(NC(C1)=O)C=1C=C(CC(C(=O)N)CC)C=CC1C(F)(F)F (3-{4-[5-(cyclopropylethynyl)pyridin-2-yl]-6-oxo-1,6-dihydropyrimidin-2-yl}-4-(trifluoromethyl)benzyl)butanamide